C(\C=C/CCCCCCCCCC)#N (2Z)-2-TRIDECENENITRILE